N-((3S,4S)-4-(3-fluorophenyl)piperidin-3-yl)-5,6-dihydrobenzo[f]pyrazolo[1,5-d][1,4]oxazepin-9-carboxamide FC=1C=C(C=CC1)[C@H]1[C@@H](CNCC1)NC(=O)C1=CC2=C(C=3N(CCO2)N=CC3)C=C1